(S)-tert-butyl (1-((4-ethyl-8-fluoro-4-hydroxy-9-methoxy-3,14-dioxo-3,4,12,14-tetrahydro-1H-pyrano[3',4':6,7]indolizino[1,2-b]quinolin-11-yl)methyl)piperidin-4-yl)carbamate C(C)[C@]1(C(OCC=2C(N3CC=4C(=NC=5C=C(C(=CC5C4CN4CCC(CC4)NC(OC(C)(C)C)=O)OC)F)C3=CC21)=O)=O)O